C(C)(C)(C)OC(=O)N1CCC=C(C1(C)C)OS(=O)(=O)C(F)(F)F tert-butyl-6,6-dimethyl-5-(((trifluoromethyl)sulfonyl)oxy)-3,6-dihydropyridine-1(2H)-carboxylate